C(=O)(OCC1=CC=CC=C1)N([C@@H](C(C)C)C(=O)O)C(=O)OCC1=CC=CC=C1 (carbobenzoxy)Cbz-L-Valine